SCCC[SiH2]OC γ-mercaptopropyl-methoxysilane